C(CCC)[Sn](C1=C(N=NC(=C1)Cl)OC)(CCCC)CCCC tributyl-(6-chloro-3-methoxy-pyridazin-4-yl)stannane